N(=[N+]=[N-])CCOC(=O)N[C@@H](CCCCN)C(=O)O 2-azidoethoxy-carbonyl-L-lysine